ClC1=NC=C(C(=N1)NC=1C=C2C=C(C(N(C2=CC1)CC)=O)OCC(=O)NC)Cl 2-[[6-[(2,5-dichloropyrimidin-4-yl)amino]-1-ethyl-2-oxo-3-quinolyl]oxy]-N-methyl-acetamide